C(C)(C)(C)OC(=O)N1C[C@H]([C@@H](C1)O)N (3r,4r)-3-amino-4-hydroxypyrrolidine-1-carboxylic acid tert-butyl ester